FC(C=1C(=C(C=CC1)[C@@H](C)NC1=NN(C(C=2C1=CN(C(C2)=O)[C@@]2(COCC2)C(F)(F)F)=O)C)F)F 4-(((R)-1-(3-(difluoromethyl)-2-fluorophenyl)ethyl)amino)-2-methyl-6-((S)-3-(trifluoromethyl)tetrahydrofuran-3-yl)-2,6-dihydropyrido[3,4-d]pyridazine-1,7-dione